bromo-1H-indole-6-carboxylic acid BrN1C=CC2=CC=C(C=C12)C(=O)O